4,4'-((5-methyl-1,3-phenylene)bis(methylene)bis(oxy))bis(3-methoxybenzamidine) dihydrochloride Cl.Cl.CC=1C=C(C=C(C1)COC1=C(C=C(C(=N)N)C=C1)OC)COC1=C(C=C(C(=N)N)C=C1)OC